NC1=NNC2=CC(=CC(=C12)C1=CC=C(C=C1)NC(C1=C(N=C(C(=C1O)C1=CC=C(C=C1)F)C)C)=O)C1CCN(CC1)C(C(C)C)=O (4-(3-amino-6-(1-isobutyrylpiperidin-4-yl)-1H-indazol-4-yl)phenyl)-5-(4-fluorophenyl)-4-hydroxy-2,6-dimethylnicotinamide